rac-(1S*,2S*)-2-(4-chloropyridin-2-yl)cyclopropane-1-carboxylic acid ClC1=CC(=NC=C1)[C@@H]1[C@H](C1)C(=O)O |r|